C(C1CO1)OC(COCC1CO1)C1=CC=C(C=C1)OCC1CO1 1,2,4-triglycidyl-oxyethylbenzene